3-oxotrihydro-1H-pyrrolo[1,2-c]imidazole O=C1NCC2N1CCC2